C(C1=CC=CC=C1)OCC1=NN(C(N1CC)=O)C1=NC=2C(=CN(C(C2C=C1F)=O)C1=C(C=CC=C1)C)C(C(F)(F)F)C 2-(3-((benzyloxy)methyl)-4-ethyl-5-oxo-4,5-dihydro-1H-1,2,4-triazol-1-yl)-3-fluoro-6-(o-tolyl)-8-(1,1,1-trifluoropropan-2-yl)-1,6-naphthyridin-5(6H)-one